(S)-N-(3-(3-bromophenyl)-1-(methylamino)-1-oxopropan-2-yl)-3-(4-hydroxyphenyl)-1H-pyrazole BrC=1C=C(C=CC1)C[C@@H](C(=O)NC)N1N=C(C=C1)C1=CC=C(C=C1)O